C(#N)C1(CC1)CNC(=O)C1=C(C2=C(CN(C2)C2=NOC(C2)(C(F)(F)F)C2=CC(=C(C(=C2)Cl)F)Cl)S1)C N-((1-cyanocyclopropyl)methyl)-5-(5-(3,5-dichloro-4-fluorophenyl)-5-(trifluoromethyl)-4,5-dihydroisoxazol-3-yl)-3-methyl-5,6-dihydro-4H-thieno[2,3-c]pyrrole-2-carboxamide